COC1=C(CN([C@@H](CC2=CC=C(C=C2)[N+](=O)[O-])C=2N=C(SC2)C=2SC=CC2)C)C=CC(=C1)OC (S)-N-(2,4-dimethoxybenzyl)-N-methyl-2-(4-nitrophenyl)-1-(2-(thiophen-2-yl)thiazol-4-yl)ethan-1-amine